N1C(=NC=C1)\C=C\1/C(NC2=CC=C(C=C12)C1=C(C2=C(OCCN2)N=C1)C)=O (Z)-3-((1H-imidazol-2-yl)methylene)-5-(8-methyl-2,3-dihydro-1H-pyrido[2,3-b][1,4]oxazin-7-yl)indolin-2-one